N-L-norvalyl-L-tyrosine HCl Cl.N[C@@H](CCC)C(=O)N[C@@H](CC1=CC=C(C=C1)O)C(=O)O